thiocarbonylbis(benzotriazole) C(=S)(C1=CC=CC=2NN=NC21)C2=CC=CC=1NN=NC12